BrC(F)(F)P(O)(O)=O (bromodifluoromethyl)phosphonic acid